2-Fluoro-4-((3-(hydroxymethyl)-1-((6-(trifluoromethyl)pyridin-3-yl)sulfonyl)azetidin-3-yl)methoxy)benzonitrile FC1=C(C#N)C=CC(=C1)OCC1(CN(C1)S(=O)(=O)C=1C=NC(=CC1)C(F)(F)F)CO